4-[3-(2-Chloro-5-nitro-phenyl)-1,4-oxazepan-4-yl]-6-methyl-pyrimidin-2-amine ClC1=C(C=C(C=C1)[N+](=O)[O-])C1COCCCN1C1=NC(=NC(=C1)C)N